ClC1=CC=C(C=C1)S(=O)(=O)C=C=C(C)C 1-chloro-4-((3-methylbutan-1,2-dien-1-yl)sulfonyl)benzene